C(CC(C)C)(=O)CC(=O)O.ClC1=CC2=C(N=C(O2)C23CC(C2)(C3)NC(=O)C=3OC(=CC3)C=NCS(=O)(=O)C)C=C1 N-[3-(6-chloro-1,3-benzoxazol-2-yl)-1-bicyclo[1.1.1]pentanyl]-5-[(methylsulfonylmethylimino)methyl]furan-2-carboxamide isovaleryl-acetate